C(C)(C)(C)OC(=O)N(CC(=O)OCC)C1=CC=C(C=C1)C1=NC(=NC(=C1)N1C[C@H](CC1)O)C=1C=NC=CC1 ethyl (S)-N-(tert-butoxycarbonyl)-N-(4-(6-(3-hydroxypyrrolidin-1-yl)-2-(pyridin-3-yl)pyrimidin-4-yl)phenyl)glycinate